Methyl 3-{[5-tert-butyl-4-chloro-6-(2-methylphenyl)pyrimidin-2-yl]sulfamoyl}benzoate C(C)(C)(C)C=1C(=NC(=NC1C1=C(C=CC=C1)C)NS(=O)(=O)C=1C=C(C(=O)OC)C=CC1)Cl